3-((4-butylbenzyl)amino)-5-(2-chlorophenoxy)-4H-benzo[e][1,2,4]thiadiazine 1,1-dioxide C(CCC)C1=CC=C(CNC2=NS(C3=C(N2)C(=CC=C3)OC3=C(C=CC=C3)Cl)(=O)=O)C=C1